Cl.FC=1C=C(C=CC1)NN (3-fluorophenyl)hydrazine hydrochloride salt